C(#C)[C@H]1N([C@@H]2C[C@@H]2C1)C(=O)OCCCC butyl (1R,3S,5R)-3-ethynyl-2-azabicyclo[3.1.0]hexane-2-carboxylate